C(#N)C=1C=C(C=CC1)C=1N=C(SC1C1=CC(=NC(=C1)C)C)NC(=O)N1CCC2(COCCN2)CC1 N-[4-(3-cyanophenyl)-5-(2,6-dimethyl-4-pyridyl)thiazol-2-yl]-4-oxa-1,9-diazaspiro[5.5]undecane-9-carboxamide